COC1=CC(=CC2=C1C(=NO2)C2=C(C=CC=C2)S(=O)(=O)N)CN2N=CC1=C2CN(C1)C(C#C)=O (4-methoxy-6-((5-propioloyl-5,6-dihydropyrrolo[3,4-c]pyrazol-1(4H)-yl)methyl)benzo[d]isoxazol-3-yl)benzenesulfonamide